Cl.N1(CCCCCC1)CC1=C(C=CC=C1)B(O)O [2-(AZEPAN-1-YLMETHYL)PHENYL]BORONIC ACID HYDROCHLORIDE